8-methoxy-6-(3-(5-(6-(oxetan-3-yl)-2,6-diazaspiro[3.3]hept-2-yl)pyridin-2-yl)-4-(2,2,2-trifluoroethyl)-1H-pyrazol-5-yl)-[1,2,4]triazolo[1,5-a]pyridine COC=1C=2N(C=C(C1)C1=C(C(=NN1)C1=NC=C(C=C1)N1CC3(C1)CN(C3)C3COC3)CC(F)(F)F)N=CN2